4-((1E,3E)-4-(3,5-dimethoxyphenyl)buta-1,3-dien-1-yl)phenol COC=1C=C(C=C(C1)OC)/C=C/C=C/C1=CC=C(C=C1)O